O1CCN(CC1)C1=NC(=NC(=C1)NC=1SC(=CN1)C=1OC(=NN1)C1=CC=CC=C1)NC1C2CC3(CC(CC1C3)C2)O 4-((4-morpholino-6-((5-(5-phenyl-1,3,4-oxadiazol-2-yl)thiazol-2-yl)amino)pyrimidine-2-yl)amino)adamantane-1-ol